OCC(CCC(CO)=O)=O 1,6-dihydroxy-2,5-dioxohexane